COC(C1=CC(=CC(=C1)CO)Cl)=O 3-Chloro-5-(hydroxymethyl)benzoic acid methyl ester